tert-butyl (2R,3S,4S)-4-[(2-methoxyethoxy)methoxy]-3-[(4-nitrophenoxycarbonyl)oxy]-2-{[4-(1,3-thiazol-5-yl)phenyl]methyl}pyrrolidine-1-carboxylate COCCOCO[C@@H]1[C@H]([C@H](N(C1)C(=O)OC(C)(C)C)CC1=CC=C(C=C1)C1=CN=CS1)OC(=O)OC1=CC=C(C=C1)[N+](=O)[O-]